FC1=CC=C(C=C1)N1C=NN(C1=O)CSC1=CC(=C(OCC(=O)OCC)C=C1)C Ethyl 2-(4-(((4-(4-fluorophenyl)-5-oxo-4,5-dihydro-1H-1,2,4-triazol-1-yl)methyl)thio)-2-methylphenoxy)-acetate